(E)-N'-(benzofuran-2-ylmethylene)-1-methyl-4-oxo-1,4-dihydroquinoline-3-carbohydrazide O1C(=CC2=C1C=CC=C2)\C=N\NC(=O)C2=CN(C1=CC=CC=C1C2=O)C